P(=O)(OC1=CC=C(C=C1)C(C)(C)CC)(OC1=CC=C(C=C1)C(C)(C)CC)OC1=CC=C(C=C1)C(C)(C)CC tri(4-tertiarypentylphenyl) phosphate